(1r,2r)-N-(1-cyano-4-(6-((S)-1-hydroxybutyl)-4-methylpyridin-3-yl)imidazo[1,2-a][1,6]naphthyridin-8-yl)-2-fluorocyclopropane-1-carboxamide C(#N)C1=CN=C2N1C1=CC(=NC=C1C=C2C=2C=NC(=CC2C)[C@H](CCC)O)NC(=O)[C@@H]2[C@@H](C2)F